C(C)(C)(C)OC(=O)N1[C@H]2CO[C@@H]([C@@H]1C2)CO |r| rac-(1S,2S,5R)-2-(hydroxymethyl)-3-oxa-6-azabicyclo[3.1.1]heptane-6-carboxylic acid tert-butyl ester